trifluoromethanesulfonic acid 3-azidopropyl ester N(=[N+]=[N-])CCCOS(=O)(=O)C(F)(F)F